O=S1(N(CC(N1)=O)C=1C(=C(C=C2C[C@H](N(C2)C(=O)OC(C)(C)C)C)C=CC1O)F)=O tert-butyl (R)-4-(3-(1,1-dioxido-4-oxo-1,2,5-thiadiazolidin-2-yl)-2-fluoro-4-hydroxybenzylidene)-2-methylpyrrolidine-1-carboxylate